N-(1-((4-(6-fluoro-1H-pyrrolo[2,3-b]pyridin-5-yl)phenyl)sulfonyl)piperidin-4-yl)-5-(trifluoromethyl)pyridin-2-amine FC1=C(C=C2C(=N1)NC=C2)C2=CC=C(C=C2)S(=O)(=O)N2CCC(CC2)NC2=NC=C(C=C2)C(F)(F)F